tert-Butyl (3R,4S)-3-methyl-4-[N-methyl-4-(trifluoromethoxy)anilino]piperidine-1-carboxylate C[C@@H]1CN(CC[C@@H]1N(C1=CC=C(C=C1)OC(F)(F)F)C)C(=O)OC(C)(C)C